The molecule is a member of the class of benzamides that is N-(2-nitrophenyl)benzamide substituted by a chloro group at position 2 and a piperidin-1-ylsulfonyl group at position 5. It is a member of benzamides, a C-nitro compound, a sulfonamide, a member of piperidines and a member of monochlorobenzenes. C1CCN(CC1)S(=O)(=O)C2=CC(=C(C=C2)Cl)C(=O)NC3=CC=CC=C3[N+](=O)[O-]